Cl.CN(C)CC1CN(CCC1(C1=CC(=CC=C1)OC)O)S(=O)(=O)C[C@@]12C(C[C@@H](CC1)C2(C)C)=O (1S,4R)-1-(((3-((Dimethylamino)methyl)-4-hydroxy-4-(3-methoxyphenyl)piperidin-1-yl)sulfonyl)methyl)-7,7-dimethylbicyclo[2.2.1]heptan-2-one hydrochloride